(2-diethylphosphatoethyl)triethoxysilane CCO[Si](CCP(=O)(OCC)OCC)(OCC)OCC